C(C)S(=O)(=O)N[C@@H]1[C@@H](N(C[C@@H]1F)C(=O)N(C)C)CC=1C(=C(C=CC1)C1=CC(=CC=C1)C)F (2S,3R,4S)-3-[(ethanesulfonyl)amino]-4-fluoro-2-[(2-fluoro-3'-methyl[1,1'-biphenyl]-3-yl)methyl]-N,N-dimethyl-pyrrolidine-1-carboxamide